5-tert-Butyl-[1,3,4]oxadiazole-2-carboxylic acid {(R)-8-[2-(1,3,5-trimethyl-1H-pyrazol-4-yl)-3H-imidazo[4,5-b]pyridin-7-yl]-2,3,4,5-tetrahydro-benzo[b]oxepin-5-yl}-amide CN1N=C(C(=C1C)C1=NC=2C(=NC=CC2C=2C=CC3=C(OCCC[C@H]3NC(=O)C=3OC(=NN3)C(C)(C)C)C2)N1)C